BrC1=CC2=C(N=CN(C2=O)C2=C(C(=CC=C2C)O)C)N1S(=O)(=O)C1=CC=C(C)C=C1 6-Bromo-3-(3-hydroxy-2,6-dimethylphenyl)-7-tosyl-3,7-dihydro-4H-pyrrolo[2,3-d]pyrimidin-4-one